BrC1=C(C=C(C=C1)C(C(=O)N(C)C)(C)C)F 2-(4-bromo-3-fluorophenyl)-N,N,2-trimethylpropionamide